[Si](C)(C)(C(C)(C)C)OC1=CC=C(C=C1)N(C=1C=C(C(=C(C#N)C1)OC1CC1)Cl)CC(F)(F)F 5-((4-((tert-butyldimethylsilyl)oxy)phenyl)(2,2,2-trifluoroethyl)amino)-3-chloro-2-cyclopropoxybenzonitrile